N-[cis-4-(4-(cyclopropylmethyl)piperazin-1-yl)cyclohexoxy]-5-(trifluoromethyl)-3-azabicyclo[3.1.0]hexane-1-carboxamide C1(CC1)CN1CCN(CC1)[C@H]1CC[C@H](CC1)ONC(=O)C12CNCC2(C1)C(F)(F)F